C1(CC1)C1=CC(=NN1)NC1=NC(=NC=C1F)N[C@@H](CO)C1=CC=C(C=C1)F (2R)-2-({4-[(5-cyclopropyl-1H-pyrazol-3-yl)amino]-5-fluoropyrimidin-2-yl}-amino)-2-(4-fluorophenyl)ethanol